BrC=1C(=NC(=NC1OC)N(C(OC(C)(C)C)=O)C(=O)OC(C)(C)C)OC Tert-Butyl N-(5-Bromo-4,6-Dimethoxy-Pyrimidin-2-Yl)-N-Tert-Butoxycarbonyl-Carbamate